4-[(3-{4-[(1,1-dioxo-1λ6-thian-4-yl)amino]-1-(2,2,2-trifluoroethyl)-1H-indol-2-yl}prop-2-yn-1-yl)amino]benzene-1-sulfonamide O=S1(CCC(CC1)NC1=C2C=C(N(C2=CC=C1)CC(F)(F)F)C#CCNC1=CC=C(C=C1)S(=O)(=O)N)=O